[CH]1[CH][CH][CH][CH]1.[CH]1[CH][CH][C]([CH]1)/C(=C\C=O)/Cl.[Fe] (1-CHLORO-2-FORMYLVINYL)FERROCENE